tert-butyl 4-[2-(2,6-dibenzyloxy-3-pyridyl)-1-oxo-isoindolin-4-yl]piperazine-1-carboxylate C(C1=CC=CC=C1)OC1=NC(=CC=C1N1C(C2=CC=CC(=C2C1)N1CCN(CC1)C(=O)OC(C)(C)C)=O)OCC1=CC=CC=C1